5-[(3,5-Difluorophenyl)methyl]-N-isopropyl-isoxazole-3-carboxamide FC=1C=C(C=C(C1)F)CC1=CC(=NO1)C(=O)NC(C)C